CO[Si](OC)(OC)C1=C(C(=NC=C1)C1=NC=CC=C1)[Si](OC)(OC)OC bis(trimethoxysilyl)-2,2'-bipyridine